ClC1=C(C=C(C(=N1)I)N)C(F)(F)F 6-chloro-2-iodo-5-(trifluoromethyl)pyridin-3-amine